Rac-(1S,3S)-3-((6-((5-(difluoromethoxy)-1H-pyrazol-3-yl)amino)pyrazin-2-yl)oxy)cyclopentane-1-carbonitrile FC(OC1=CC(=NN1)NC1=CN=CC(=N1)O[C@@H]1C[C@H](CC1)C#N)F |r|